CC(C)(C)OC(=O)N1CCCCC1 Piperidine-1-carboxylic acid 1,1-dimethylethyl ester